2'-ethoxy-[2,3'-bipyridine]-6-carboxamide TFA salt OC(=O)C(F)(F)F.C(C)OC1=NC=CC=C1C1=NC(=CC=C1)C(=O)N